methylpiperidine-1-carboxamide CC1N(CCCC1)C(=O)N